BrCC1=C(C(=NN1C1=NC=CC(=C1)CC1=CC(=CC(=C1)C(F)(F)F)F)C)C(=O)N 5-(bromomethyl)-1-(4-(3-fluoro-5-(trifluoromethyl)benzyl)pyridin-2-yl)-3-methyl-1H-pyrazole-4-carboxamide